2-((1r,2s)-2-amino-1-fluorocyclopentyl)-3,5-dichloro-N-(furan-2-ylmethyl)thieno[3,2-b]pyridin-7-amine N[C@@H]1[C@@](CCC1)(F)C1=C(C2=NC(=CC(=C2S1)NCC=1OC=CC1)Cl)Cl